2-(2-(4-(difluoromethoxy)phenyl)-5,7-dimethylpyrazolo[1,5-a]pyrimidin-3-yl)-N,N-diethylacetamide FC(OC1=CC=C(C=C1)C1=NN2C(N=C(C=C2C)C)=C1CC(=O)N(CC)CC)F